CC(COC=1C=C(C=CC1)C1=CC(=NN1C1=CC=CC2=C1N(N=N2)C)COC(C(=O)OC)(C)C)(C)C Methyl 2-([5-[3-(2,2-dimethylpropoxy)phenyl]-1-(1-methyl-1H-1,2,3-benzotriazol-7-yl)-1H-pyrazol-3-yl]methoxy)-2-methylpropanoate